tert-Butyl 3-(hydroxydiphenylmethyl)azetidine-1-carboxylate OC(C1CN(C1)C(=O)OC(C)(C)C)(C1=CC=CC=C1)C1=CC=CC=C1